CC([C@H](C(=O)N1CCC2(CC1)C(CN(C(C2)=O)C)C2=CC=CC=C2)NC(C2=CC(=CC=C2)C(F)(F)F)=O)C N-((2R)-3-methyl-1-(9-methyl-10-oxo-7-phenyl-3,9-diazaspiro[5.5]undecan-3-yl)-1-oxobutan-2-yl)-3-(trifluoromethyl)benzamide